C(C)(C)[SiH2]N[Si](C)(C)C (isopropyl)(trimethylsilyl)aminosilane